2-chloro-6-(tetrahydrofuran-3-yl)pyridine ClC1=NC(=CC=C1)C1COCC1